triamino-1,1-bis(diphenylphosphino)methyleneruthenium dichloride N[Ru](=C(P(C1=CC=CC=C1)C1=CC=CC=C1)P(C1=CC=CC=C1)C1=CC=CC=C1)(N)(N)(Cl)Cl